[Na].ClC=1C(=CC(=NC1)OC[C@H](C)NS(=O)(=O)C(F)(F)F)C(=O)NC1CC1 5-chloro-N-cyclopropyl-2-[(2S)-2-(trifluoromethylsulfonylamino)propoxy]pyridine-4-carboxamide sodium